FC1=CC(=C(OC2=C(C=NC(=C2)C(F)(F)F)C(=O)O)C=C1)C 4-(4-fluoro-2-methyl-phenoxy)-6-(trifluoromethyl)pyridine-3-carboxylic acid